5-(2,8-dimethyl-[1,2,4]triazolo[1,5-b]pyridazin-6-yl)-2-{3-[(3S)-3-(propan-2-yl)piperazin-1-yl]-1,2,4-triazin-6-yl}phenol CC1=NN2N=C(C=C(C2=N1)C)C=1C=CC(=C(C1)O)C1=CN=C(N=N1)N1C[C@@H](NCC1)C(C)C